(2S,4R)-4-[2-[(3-bromo-5-pyridinyl)oxy]ethyl]-2-methyl-piperidine-1-carboxylic acid tert-butyl ester C(C)(C)(C)OC(=O)N1[C@H](C[C@@H](CC1)CCOC=1C=C(C=NC1)Br)C